1H-indol-5-yl-azetidine-1-carboxylate N1C=CC2=CC(=CC=C12)OC(=O)N1CCC1